C1(=C(C=CC=C1)OC1=CC=C(N=N1)C(C(=O)N)C)C (6-(o-tolyloxy)pyridazin-3-yl)propanamide